C(C1=CC=CC=C1)[C@H]1N(CCC1)C(=O)OC(C)(C)C tert-Butyl (S)-2-benzylpyrrolidine-1-carboxylate